C(C(=C)C)(=O)OCCCCCCCC[Si](OC)(OC)OC 8-methacryloyloxyoctyl-trimethoxysilane